(1R,3R)-3-acetamidocyclobutyl-4-((3,3-difluorocyclobutyl)amino)-6-(1H-pyrazol-4-yl)quinoline-3-carboxamide C(C)(=O)NC1CC(C1)C1=NC2=CC=C(C=C2C(=C1C(=O)N)NC1CC(C1)(F)F)C=1C=NNC1